C1(CCC1)N1N=CC(=N1)C=1C(=C(C=CC1)NC1=C(N=NC(=C1)NC(=O)C1CC1)C(=O)NC([2H])([2H])[2H])OC 4-{[3-(2-cyclobutyl-2H-1,2,3-triazol-4-yl)-2-methoxyphenyl]amino}-6-cyclopropaneamido-N-(2H3)methylpyridazine-3-carboxamide